S(N)(=O)(=O)C=1C=C(C=CC1)NC(=O)C=1C=C2C(=NC1)CCC2 N-(3-sulfamoylphenyl)-6,7-dihydro-5H-cyclopenta[b]pyridine-3-carboxamide